ClC1=CC=C(C=N1)CN1C(NCC1)=N[N+](=O)[O-] 1-(6-Chloro-3-pyridinylmethyl)-N-nitroimidazolidin-2-ylidenamin